methyl (1S,3S)-3-[6-[(6-methoxy-2-methyl-3,4-dihydro-1H-isoquinolin-7-yl)amino]pyrazolo[3,4-d]pyrimidin-1-yl]cyclohexanecarboxylate COC=1C=C2CCN(CC2=CC1NC1=NC=C2C(=N1)N(N=C2)[C@@H]2C[C@H](CCC2)C(=O)OC)C